1,1-dimethylsilolan-3-amine C[Si]1(CC(CC1)N)C